4-(1H-pyrazol-1-yl)benzamide N1(N=CC=C1)C1=CC=C(C(=O)N)C=C1